C(C1=CC=CC=C1)OC1=C(C(=CC(=C1)C(F)F)O)C(=O)N1CC=2C=NC(=CC2C1)N1CCOCC1 (2-(Benzyloxy)-4-(difluoromethyl)-6-hydroxyphenyl)(6-morpholino-1,3-dihydro-2H-pyrrolo[3,4-c]pyridin-2-yl)methanone